ClCC(=O)ON=C(N)C1CC(C1)C1=CC=C(C=C1)Cl N'-(2-chloroacetoxy)-3-(4-chlorophenyl)cyclobutaneformamidine